1-(2-pyridyl)-1H-pyrrole-2-formaldehyde N1=C(C=CC=C1)N1C(=CC=C1)C=O